methyl 5-benzyl-3-(((6-phenylpyridin-2-yl)methoxy)methyl)-4,5-dihydroisoxazole-5-carboxylate C(C1=CC=CC=C1)C1(CC(=NO1)COCC1=NC(=CC=C1)C1=CC=CC=C1)C(=O)OC